4-[[[(1,1-dimethylethyl)dimethylsilyl]oxyl]methyl]hexahydro-5-[(tetrahydro-2H-pyran-2-yl)oxy]-2(1H)-pentalenone CC(C)(C)[Si](C)(C)OCC1C2CC(CC2CC1OC1OCCCC1)=O